sodium selenit [Se](=O)([O-])[O-].[Na+].[Na+]